10-(aminomethyl)-9-(4-bromophenyl)-N-(4-methoxyphenyl)-1,6-diazabicyclo[6.2.0]dec-3-ene-6-carboxamide NCC1C(C2CN(CC=CCN12)C(=O)NC1=CC=C(C=C1)OC)C1=CC=C(C=C1)Br